5-(2-bromoethoxy)-2-[1-(ethoxymethoxy)cyclopropyl]pyrimidine BrCCOC=1C=NC(=NC1)C1(CC1)OCOCC